Methyl 5-((3-((tert-butoxycarbonyl)(methyl)amino)propyl)amino)benzo[c][2,6]naphthyridine-8-carboxylate C(C)(C)(C)OC(=O)N(CCCNC1=NC2=C(C3=CN=CC=C13)C=CC(=C2)C(=O)OC)C